2-((7-(7-fluoro-3-(methoxymethoxy)-8-((triisopropylsilyl)ethynyl)naphthalen-1-yl)-2-(methylsulfinyl)pyrido[4,3-d]pyrimidin-5-yl)(methyl)amino)ethan-1-ol FC1=CC=C2C=C(C=C(C2=C1C#C[Si](C(C)C)(C(C)C)C(C)C)C1=CC=2N=C(N=CC2C(=N1)N(CCO)C)S(=O)C)OCOC